[N+](=O)([O-])C(C)[N+](=O)[O-] 1,1-dinitroethane